2-amino-N-(4-((3-cyano-7-(cyclopropylamino)pyrazolo[1,5-a]pyrimidin-5-yl)amino)-2-((methylsulfonyl)methyl)phenyl)-N-methylacetamide monotrifluoroacetic acid salt FC(C(=O)O)(F)F.NCC(=O)N(C)C1=C(C=C(C=C1)NC1=NC=2N(C(=C1)NC1CC1)N=CC2C#N)CS(=O)(=O)C